ClC1=NN(C=C1NC=1N=CC2=C(N1)N(C=C2Cl)CC)C2CCN(CC2)C(=O)N2CCOCC2 (4-(3-chloro-4-(5-chloro-7-ethyl-7H-pyrrolo[2,3-d]pyrimidin-2-ylamino)-1H-pyrazol-1-yl)piperidin-1-yl)(morpholin-4-yl)methanone